ClC1=C(C=CC=C1Cl)C=1CCN(CC1)CC=1C=C2C(N(C(C2=CC1)=O)N1C(NC(CC1)=O)=O)=O 5-((4-(2,3-dichlorophenyl)-3,6-dihydropyridin-1(2H)-yl)methyl)-2-(2,4-dioxotetrahydropyrimidin-1(2H)-yl)isoindoline-1,3-dione